ClC=1C=C(C=CC1F)[C@@H]1N(OCC1)C1=CC(=NC=N1)NC=1C(=CC(=C(C1)NC(C=C)=O)N1CCC(CC1)N1C[C@H](OCC1)C)OC N-(5-((6-((R)-3-(3-chloro-4-fluorophenyl)-isoxazolidine-2-yl)pyrimidine-4-yl)amino)-4-methoxy-2-(4-((R)-2-methylmorpholino)piperidine-1-yl)phenyl)acrylamide